C(CCCCC(C)C)OC(C(=C(C1=CC=CC=C1)C1=CC=CC=C1)C#N)=O.C[SiH](C1C(=C(C(=C1C)C)C)C)C dimethyl(2,3,4,5-tetramethyl-cyclopentadienyl)silane isooctyl-cyano-3,3-diphenylacrylate